(S)-N-[(1R)-1-(6-bromo-3-fluoropyridin-2-yl)ethyl]-2-methylpropane-2-sulfinamide BrC1=CC=C(C(=N1)[C@@H](C)N[S@@](=O)C(C)(C)C)F